2-methyl-piperazine-1-carboxylic acid tert-butyl ester C(C)(C)(C)OC(=O)N1C(CNCC1)C